C1(=CC=CC=C1)N1CC2(CCN(C2)C=2C=C(C(=O)NCCCC(=O)O)C=CN2)CC1 4-(2-(7-phenyl-2,7-diazaspiro[4.4]nonan-2-yl)isonicotinamido)butanoic acid